NCC1CCN(CC1)C(=O)C1=C(C=C(C=C1)NC=1C=2N(C=CN1)C=CN2)Cl 8-((4-(4-(aminomethyl)piperidine-1-carbonyl)-3-chlorophenyl)amino)imidazo[1,2-a]pyrazin